diisopropyliron (III) C(C)(C)[Fe+]C(C)C